NCCCCNC([C@@H](CCC(=O)OCC1=CC=CC=C1)NC(CCCCCCCCCCCCC)=O)=O (R)-benzyl 5-[(4-aminobutyl)amino]-5-oxo-4-tetradecanamidopentanoate